2-[4-[2-(dimethylamino)ethoxy]anilino]-8-(2-hydroxy-2-methyl-propyl)-6-(5-methyl-3,4-dihydro-2H-quinoxalin-1-yl)pyrido[2,3-d]pyrimidin-7-one CN(CCOC1=CC=C(NC=2N=CC3=C(N2)N(C(C(=C3)N3CCNC2=C(C=CC=C32)C)=O)CC(C)(C)O)C=C1)C